C[Si](C)(C)C#CC=1C=CNC1 4-((Trimethylsilyl)ethynyl)-1H-pyrrole